[Si](C)(C)(C(C)(C)C)OCC1(CCC1)C1=C(C2=C(C=C3C=NN(C3=C2)C(C(C)(C)C)=O)N1C1=CC=C(C=C1)F)C1=CC=C(C(=O)[O-])C=C1 4-[6-[1-[[tert-butyl(dimethyl)silyl]oxymethyl]cyclobutyl]-1-(2,2-dimethylpropanoyl)-5-(4-fluorophenyl)pyrrolo[2,3-f]indazol-7-yl]benzoate